Cl.COC1=CC=C(C=C1)C1=NN2C(=NC=3C=CC=CC3C2=N1)N[C@@H](C(=O)N1CCNCC1)C (2R)-2-{[2-(4-methoxyphenyl)[1,2,4]triazolo[1,5-c]quinazolin-5-yl]amino}-1-(piperazin-1-yl)propan-1-one hydrochloride